[6-[5-(1-hydroxycyclopropyl)-4H-1,2,4-triazol-3-yl]-2-azaspiro[3.3]heptan-2-yl]-[6-[[4-methylsulfonyl-3-(trifluoromethyl)phenyl]methyl]-2-azaspiro[3.3]heptan-2-yl]methanone OC1(CC1)C=1NC(=NN1)C1CC2(CN(C2)C(=O)N2CC3(C2)CC(C3)CC3=CC(=C(C=C3)S(=O)(=O)C)C(F)(F)F)C1